CN1C(C2=CC(=CC(=C2CC12CC1=CC=CC=C1C2)C(C)NC2=C(C(=O)O)C=CC=C2)C)=O 2-[1-(2,7-dimethyl-1-oxo-spiro[4H-isoquinoline-3,2'-indane]-5-yl)ethylamino]benzoic acid